CO[Si](CCCN=C(CC(C)C)C)(OC)OC 3-trimethoxysilyl-N-(1,3-dimethylbutylidene)propylamine